FC1=C(C(=CC=C1)F)C1NCC2NNC(N2C2SC3CCCC3C12)C 9-(2,6-difluorophenyl)-3-methyl-16-thia-2,4,5,8-tetraazatetracyclo[8.6.0.02,6.011,15]Hexadecane